N-(4-((4-fluoro-1-methylpiperidin-4-yl)methylamino)-3-nitrobenzenesulfonyl)benzamide FC1(CCN(CC1)C)CNC1=C(C=C(C=C1)S(=O)(=O)NC(C1=CC=CC=C1)=O)[N+](=O)[O-]